6-formyl-7-azaspiro[3.5]nonane-7-carboxylic acid tert-butyl ester C(C)(C)(C)OC(=O)N1C(CC2(CCC2)CC1)C=O